3-cyclopropyl-1-methyl-N-(2-methyl-1-phenylpropan-2-yl)-1H-pyrrolo[2,3-b]pyridine-5-carboxamide C1(CC1)C1=CN(C2=NC=C(C=C21)C(=O)NC(CC2=CC=CC=C2)(C)C)C